2-acetylphenyl 4-(((2-(benzyloxy)-2-oxoethyl)thio)carbonothioyl)piperazine-1-carboxylate C(C1=CC=CC=C1)OC(CSC(=S)N1CCN(CC1)C(=O)OC1=C(C=CC=C1)C(C)=O)=O